(S)-1-(5-chloro-pyridin-2-yl)-ethylamine dihydrochloride Cl.Cl.ClC=1C=CC(=NC1)[C@H](C)N